1,2-bis(methacryloyloxyethylthio)ethaneN C(C(=C)C)(=O)OCCSC=CSCCOC(C(=C)C)=O